tert-butyl 2-(2-chloro-5-fluoropyrimidin-4-yl)-6-methyl-4-oxo-2,4,6,7-tetrahydro-5H-pyrrolo[3,4-c]pyridine-5-carboxylate ClC1=NC=C(C(=N1)N1C=C2C(N(C(CC2=C1)C)C(=O)OC(C)(C)C)=O)F